Cl.ClC=1SC2=C(N1)[C@H](C1(CCNCC1)C2)N (4S)-2-chlorospiro[4,6-dihydrocyclopenta[d]thiazole-5,4'-piperidine]-4-amine hydrochloride